NCC1=C(OC=C1)S(=O)(NC(NC1=C2CCCC2=CC=2CCCC12)=O)=N (aminomethyl)-N-((1,2,3,5,6,7-hexahydro-s-indacen-4-yl)carbamoyl)furan-2-sulfonimidamide